1,3-diethyl-N-(1-methyl-cyclobutyl)-2,4-dioxoquinazoline-6-sulfonamide C(C)N1C(N(C(C2=CC(=CC=C12)S(=O)(=O)NC1(CCC1)C)=O)CC)=O